C(C)N(CC)C=1C(=C(C(=O)OCC)C=CC1)O ethyl diethylaminohydroxybenzoate